C[C@@H]1OC[C@H]1N1C(=CC2=C1N=C(N=C2)NC=2C(=NN(C2)C)OC(C)C)C#N 7-[(trans)-2-methyl-oxetan-3-yl]-2-[(1-methyl-3-propan-2-yloxypyrazol-4-yl)amino]pyrrolo[2,3-d]pyrimidine-6-carbonitrile